NC=1N=CC(=NC1OCC1=C(C(=CC=C1)F)C(F)(F)F)C=1C=C(C(=O)NCCCN2CCCC2)C=CC1 3-[5-amino-6-(3-fluoro-2-trifluoromethyl-benzyloxy)-pyrazin-2-yl]-N-(3-pyrrolidin-1-yl-propyl)-benzamide